ClC1=C(C=CC(=C1)Cl)[C@@H](C)NC1=CC(=NC=C1[N+](=O)[O-])N1CC(C1)[C@@H]1CN(CCC1)C1CC(C1)(C(=O)OC)C methyl (1R,3r)-3-((R)-3-(1-(4-(((R)-1-(2,4-dichlorophenyl)ethyl)amino)-5-nitropyridin-2-yl)azetidin-3-yl)piperidin-1-yl)-1-methylcyclobutane-1-carboxylate